ClC1=NC(=C2N=CN(C2=N1)[C@H]1[C@@H]([C@@H]([C@@]2(C[C@H]12)C)O)O)NCC(F)F (1R,2R,3S,4R,5S)-4-(2-chloro-6-((2,2-difluoroethyl)amino)-9H-purin-9-yl)-1-methylbicyclo[3.1.0]hexane-2,3-diol